4-(isopropylamino)-3-(5-(piperazine-1-yl)-1,3,4-thiadiazol-2-yl)-5H-pyrido[3,2-b]indole-7-carbonitrile C(C)(C)NC1=C(C=NC2=C1NC=1C=C(C=CC21)C#N)C=2SC(=NN2)N2CCNCC2